(4-amino-2-(ethylthio)phenyl)(4-ethylpiperazin-1-yl)methanone NC1=CC(=C(C=C1)C(=O)N1CCN(CC1)CC)SCC